C1(CC1)COC=1C(=CC2=CN(N=C2C1)C1CCN(CC1)C(=O)OC(C)(C)C)NC(=O)C=1C=NN2C1N=CC=C2 tert-butyl 4-(6-(cyclopropylmethoxy)-5-(pyrazolo[1,5-a]pyrimidine-3-carboxamido)-2H-indazol-2-yl)piperidine-1-carboxylate